undecanooctadecane C1C(CCCCCCCCCCCCCCCC)CCCCCCCCCCC1